NC1CCC(CC1)N(C=1C(=C(C=C(C1)C1=CC=C(C=C1)CN1CCOCC1)C(=O)NCC=1C(NC(=CC1C)C)=O)C)C 5-(((1r,4r)-4-aminocyclohexyl)(methyl)amino)-N-((4,6-dimethyl-2-oxo-1,2-dihydropyridin-3-yl)methyl)-4-methyl-4'-(morpholinomethyl)-[1,1'-biphenyl]-3-carboxamide